tert-butyl (6-(2-(4-acryloyl-2-oxopiperazin-1-yl)imidazo[1,2-a]pyridine-6-carboxamido)hexyl)carbamate C(C=C)(=O)N1CC(N(CC1)C=1N=C2N(C=C(C=C2)C(=O)NCCCCCCNC(OC(C)(C)C)=O)C1)=O